FC(C(C)(O)C1=CC(=C(C=C1)OCC1=NC2=CC=CC=C2C=C1)OC)(F)F 1,1,1-trifluoro-2-[3-methoxy-4-(quinolin-2-ylmethoxy)phenyl]propan-2-ol